C1(=CC=CC=C1)NC1=CC=C(C=C1)OB(O)O (4-(phenylamino)phenyl)boric acid